5-(3-amino-7-azaspiro[3.5]nonan-7-yl)-5-[4-[4-(trifluoromethoxy)phenoxy]phenyl]hexahydropyrimidine-2,4,6-trione hydrogen chloride salt Cl.NC1CCC12CCN(CC2)C2(C(NC(NC2=O)=O)=O)C2=CC=C(C=C2)OC2=CC=C(C=C2)OC(F)(F)F